CC(C)(C)C1=CC=C(C=C1)C1=CC=C(C=C1)NC1=CC=C(C=C1)C1=CC=C(C=C1)C(C)(C)C 4'-(1,1-dimethylethyl)-N-[4'-(1,1-dimethylethyl)[1,1'-biphenyl]-4-yl]-[1,1'-biphenyl]-4-amine